[N+](=O)([O-])C=1C=C(C=CC1)OC m-Nitro-anisole